tert-butyl (R)-((3-(6'-(4-cyano-2-methoxyphenoxy)-4',5-dimethyl-[2,3'-bipyridine]-5'-carboxamido)phenyl) (methyl)(oxo)-λ6-sulfaneylidene)carbamate C(#N)C1=CC(=C(OC2=C(C(=C(C=N2)C2=NC=C(C=C2)C)C)C(=O)NC=2C=C(C=CC2)[S@](=O)(C)=NC(OC(C)(C)C)=O)C=C1)OC